FC(C=1N=CC=2N(C1)C(=CN2)C2=NC=CC(=N2)N2CCC(CCC2)NS(=O)(=O)C)(F)F N-(1-(2-(6-(trifluoromethyl)imidazo[1,2-a]pyrazin-3-yl)pyrimidin-4-yl)azepan-4-yl)methanesulfonamide